[Cl-].C(C)C(CCC)P(CCCC)CCCC ethyltributyl-phosphine chloride